4,4-difluoro-1-nitrosopiperidine FC1(CCN(CC1)N=O)F